(S)-3-((S)-sec-butyl)-4-(2-oxoindoline-5-carbonyl)-1,3,4,5-tetrahydro-2H-benzo[e][1,4]diazepin-2-one [C@H](C)(CC)[C@@H]1N(CC2=C(NC1=O)C=CC=C2)C(=O)C=2C=C1CC(NC1=CC2)=O